ClC1=CC(N(C2=NC(=CC=C12)C(F)(F)F)C1=CC=CC=C1)=O 4-chloro-2-oxo-1-phenyl-7-(trifluoromethyl)-1,2-dihydro-1,8-naphthyridine